C(C)(=O)OC(OC(C)=O)[SiH2]C1=CC=CC=C1 Diacetyloxymethylphenylsilan